N-(4-(2-((4-(4-methylpiperazin-1-yl)phenyl)amino)quinazolin-8-yl)thiophen-2-yl)acrylamide CN1CCN(CC1)C1=CC=C(C=C1)NC1=NC2=C(C=CC=C2C=N1)C=1C=C(SC1)NC(C=C)=O